6-bromo-4-(4-(4-fluorobenzyl)-1,4-diazepan-1-yl)quinazoline BrC=1C=C2C(=NC=NC2=CC1)N1CCN(CCC1)CC1=CC=C(C=C1)F